OCC(C(=O)O)(CCC)CO 2,2-dihydroxymethylpentanoic acid